(2S)-N-(4-methyl-3-pyridin-2-ylphenyl)-2-phenylpyrrolidine-1-carboxamide CC1=C(C=C(C=C1)NC(=O)N1[C@@H](CCC1)C1=CC=CC=C1)C1=NC=CC=C1